COC(=O)N[C@@H]([C@H](OC(C)(C)C)C)C(=O)O methoxycarbonyl-O-tertiary butyl-L-threonine